FC(C=1C=C(C(=O)N[C@@H](C)C2=NC(=NN2C2=NC=C(C(=O)OC)C=C2)N(C)C)C=C(C1)C(F)(F)F)(F)F Methyl 6-[5-{(1S)-1-[3,5-bis(trifluoromethyl)benzamido]ethyl}-3-(dimethylamino)-1H-1,2,4-triazol-1-yl]nicotinate